P(=O)(O)(O)OC[C@@H]1[C@H]([C@H]([C@@H](O1)N1C=NC=2C(=O)NC(=O)NC12)O)O XANTHOSINE-MONOPHOSPHATE